4-(4-fluoro-3-(4-oxido-1-(6-(trifluoromethyl)pyridin-2-yl)-1,4-azaphosphinan-4-yl)benzyl)phthalazin-1(2H)-one FC1=C(C=C(CC2=NNC(C3=CC=CC=C23)=O)C=C1)P1(CCN(CC1)C1=NC(=CC=C1)C(F)(F)F)=O